O(S(=O)(=O)C(F)(F)F)C1=C2N(N=C1C1=NC(=CC=C1)C)CCC2 2-(6-methylpyridin-2-yl)-5,6-dihydro-4H-pyrrolo[1,2-b]pyrazol-3-yl triflate